(tert-butyl 3-(1-((5-chloro-4-(5,5-dimethyl-5,6-dihydro-4H-pyrrolo[1,2-b]pyrazol-3-yl) pyridin-2-yl) amino)-1-oxopropan-2-yl) phenyl) carbamate C(N)(OC1=C(C(=CC=C1)C(C(=O)NC1=NC=C(C(=C1)C1=C2N(N=C1)CC(C2)(C)C)Cl)C)C(C)(C)C)=O